1-benzyl-4-(2,5-dichloro-4-pyridinyl)piperidin-4-amine C(C1=CC=CC=C1)N1CCC(CC1)(N)C1=CC(=NC=C1Cl)Cl